C1CCC2=C(C=3CCCC3C=C12)NC(=O)N=[S@@](=O)(N)C=1C=NN2C1O[C@@H](C2)C(C)C (S,2R)-N'-((1,2,3,5,6,7-hexahydro-s-indacen-4-yl)carbamoyl)-2-isopropyl-2,3-dihydropyrazolo[5,1-b]oxazole-7-sulfonimidamide